Cl.C(C(C)C)OC1=C(C(=CC=C1)C)NN (2-isobutoxy-6-methylphenyl)hydrazine hydrochloride